FC1=C(C=CC=C1C)[C@@H]1N(OCC1)C1=CC(=NC=N1)NC=1C(=CC(=C(C1)NC(C=C)=O)N1CCC(CC1)N1CCN(CC1)C)OC N-(5-((6-((R)-3-(2-fluoro-3-methylphenyl)-isoxazolidine-2-yl)pyrimidine-4-yl)amino)-4-methoxy-2-(4-(4-methylpiperazine-1-yl)piperidine-1-yl)phenyl)acrylamide